(3R)-3-({2-[4-(methylsulfonimidoyl)phenyl][1,2,4]triazolo[1,5-c]quinazolin-5-yl}amino)azepan-2-one CS(=O)(=N)C1=CC=C(C=C1)C1=NN2C(=NC=3C=CC=CC3C2=N1)N[C@H]1C(NCCCC1)=O